5-(2-(4-(ethoxymethyl)bicyclo[2.2.1]heptan-1-yl)ethyl)-1-methyl-4,5,6,7-tetrahydro-1H-imidazo[4,5-c]pyridine-2-carboxamide C(C)OCC12CCC(CC1)(C2)CCN2CC1=C(CC2)N(C(=N1)C(=O)N)C